C1(\C=C\CCCCC1)OC(NCCN)=O (E)-cycloocta-2-enyl-2-aminoethylcarbamate